ClC1=CC=C(C=C1)CN1C(=NC=2N(CC(N(C(C21)=O)CCCOC2OCCN2)=O)C)OC2=CC(=CC=C2)OC(F)(F)F 1-[(4-Chlorophenyl)methyl]-4-methyl-7-[3-(oxazolidin-2-yloxy)propyl]-2-[3-(trifluoromethoxy)phenoxy]-1H,4H,5H,6H,7H,8H-imidazo[4,5-e][1,4]diazepine-6,8-dione